2-(5-(cyclopropyl-(hydroxy)methyl)-3-iodo-1H-pyrazol-1-yl)ethan-1-ol C1(CC1)C(C1=CC(=NN1CCO)I)O